(R)-8-(4-bromo-2-methoxyphenyl)-7-methyl-N-(1-methylpiperidin-3-yl)-7H-purin-2-amine BrC1=CC(=C(C=C1)C1=NC2=NC(=NC=C2N1C)N[C@H]1CN(CCC1)C)OC